2-(4-((6-(Dimethylamino)-1H-indole-2-carboxamido)methyl)benzoyl)-1-propylhydrazine-1-carboxylic acid tert-butyl ester C(C)(C)(C)OC(=O)N(NC(C1=CC=C(C=C1)CNC(=O)C=1NC2=CC(=CC=C2C1)N(C)C)=O)CCC